FC1(CC(C1)NC(=O)C1=CC(=C(NCC#CC=2C=C(C3=C(N(C=N3)CC(F)(F)F)C2)C(=O)N[C@@H]2[C@H](CN(CC2)C)C)C=C1F)OC)F 6-[3-[4-[(3,3-Difluorocyclobutyl)carbamoyl]-5-fluoro-2-methoxy-anilino]prop-1-ynyl]-N-[(3S,4S)-1,3-dimethyl-4-piperidyl]-1-(2,2,2-trifluoroethyl)benzimidazole-4-carboxamide